methyl 1-(3-iodophenyl)azetidine-3-carboxylate IC=1C=C(C=CC1)N1CC(C1)C(=O)OC